C(C1=CC=CC=C1)OC1=CC(=C(C(=O)O)C(=C1)OCCC)C 4-(benzyloxy)-2-methyl-6-propoxybenzoic acid